ClC1=NC(=CC(=N1)N1[C@@H](COCC1)C)CS(=O)(=O)C (3R)-4-[2-chloro-6-(methanesulfonylmethyl)pyrimidin-4-yl]-3-methyl-morpholine